C(C)(=O)N[C@H]1[C@H](OCCCCCCCCC(=O)OC)O[C@@H]([C@H]([C@@H]1OCOCC1=CC=CC=C1)O)COCOCC1=CC=CC=C1 8-methoxycarbonyloctyl 2-acetamido-3,6-di-O-benzyloxymethyl-2-deoxy-β-D-glucopyranoside